1-methyl-2-oxo-3,4-dihydroquinazoline-6-carboxylic acid CN1C(NCC2=CC(=CC=C12)C(=O)O)=O